1-benzyl 3-methyl piperazine-1,3-dicarboxylate N1(CC(NCC1)C(=O)OC)C(=O)OCC1=CC=CC=C1